(3R,5'S)-1'-((S)-3-cyclopropyl-2-(methylamino)propanoyl)-2-oxospiro[indoline-3,3'-pyrrolidine]-5'-carboxamide C1(CC1)C[C@@H](C(=O)N1C[C@]2(C[C@H]1C(=O)N)C(NC1=CC=CC=C12)=O)NC